FC(C(=O)O)(F)F.FC(C(=O)O)(F)F.COCCNCC(=O)OCCNCC(OCCOCCOCCOCCOCCOCCOCC(COCCCCCCCC\C=C/CCCCCCCC)OCCCCCCCC\C=C/CCCCCCCC)=O (Z)-26-(((Z)-octadec-9-en-1-yl)oxy)-5-oxo-6,9,12,15,18,21,24,28-octaoxa-3-azahexatetracont-37-en-1-yl (2-methoxyethyl)glycinate bis(2,2,2-trifluoroacetate)